thorium-magnesium [Mg].[Th]